N-((1r,4r)-4-(2-hydroxypropan-2-yl)cyclohexyl)picolinamide OC(C)(C)C1CCC(CC1)NC(C1=NC=CC=C1)=O